tert-butyl (3-cyano-4-(5,5-dimethyl-1,3,2-dioxaborol-2-yl)-7-fluorobenzo[b]thiophene-2-yl)carbamate C(#N)C=1C2=C(SC1NC(OC(C)(C)C)=O)C(=CC=C2B2OC(CO2)(C)C)F